4-((3-chloro-4-(3-methoxyphenoxy)phenyl)amino)-7-fluoro-1H-indole-2-carboxylic acid ClC=1C=C(C=CC1OC1=CC(=CC=C1)OC)NC1=C2C=C(NC2=C(C=C1)F)C(=O)O